2-(4-(2-cyclopropyloxazol-5-yl-1H-imidazol-2-yl)piperidin-1-yl)-2-(methylthio)propan-1-one C1(CC1)C=1OC(=CN1)N1C(=NC=C1)C1CCN(CC1)C(C=O)(C)SC